4-[(5-amino-2-pyridinyl)oxy]-2-(1-methyl-ethyl)benzonitrile NC=1C=CC(=NC1)OC1=CC(=C(C#N)C=C1)C(C)C